FC=1C=C(C#N)C=CC1OCC1=CC(=CC=C1)OC1CCNCC1 3-fluoro-4-((3-(piperidine-4-oxy)benzyl)oxy)benzonitrile